ClC=1C(=NC(=NC1)NC1=CC=C(C=C1)CO)NC1=C(C=CC=C1)S(=O)(=O)N(C)C 2-((5-chloro-2-((4-(hydroxymethyl)phenyl)amino)pyrimidin-4-yl)amino)-N,N-dimethylbenzenesulfonamide